3-hydroxy-5-(methoxymethoxy)benzoic acid methyl ester COC(C1=CC(=CC(=C1)OCOC)O)=O